1,3-bis-ethoxymethylurea C(C)OCNC(=O)NCOCC